C(C)C1=C(C=C(C=C1)C=1C=NN(C1)C)S(=O)(=O)Cl 2-ethyl-5-(1-methyl-1H-pyrazol-4-yl)benzene-1-sulfonyl chloride